C(CC)S(=O)(=O)NC1CC=C(CC1)C1=C2C(=NC=C1)NC=C2 4-(4-(propylsulfonamido)cyclohex-1-en-1-yl)-1H-pyrrolo[2,3-b]pyridin